2-(6-Fluoroindol-1-yl)-1-(pyrrolidin-1-yl)ethan-1-one FC1=CC=C2C=CN(C2=C1)CC(=O)N1CCCC1